1H-pyrazolo[4,3-b]pyridine-7-carboxylic acid dimethylamide CN(C(=O)C1=C2C(=NC=C1)C=NN2)C